COC1=CC=C(C=C1)C(C=CC(=O)N1CCNCC1)=O 4-(4-(4-methoxyphenyl)-4-oxobut-2-enoyl)piperazine